C(C)(C)(C)OC(N[C@H](C(NCC1=CC=C(C=C1)OCC1=CC(=CC=C1)C(F)(F)F)=O)CC)=O (S)-(1-oxo-1-((4-((3-(trifluoromethyl)benzyl)oxy)benzyl)amino)butan-2-yl)carbamic acid tert-butyl ester